Sodium p-methoxybenzenesulfinate COC1=CC=C(C=C1)S(=O)[O-].[Na+]